C(C)(=O)[O-].C(CCCC)[N+]1=CC(=CC=C1)CCC 1-Pentyl-3-propylpyridinium acetat